1-[(1S)-1-(2-cyanophenyl)ethyl]-1H-imidazole-4-carboxylic acid C(#N)C1=C(C=CC=C1)[C@H](C)N1C=NC(=C1)C(=O)O